C(C)NC(NC1=NC=CC(=C1)CN1CCN(CC1)C=1C=CC(=NC1F)C(=O)NC1COC1)=O 5-(4-((2-(3-ethylureido)pyridin-4-yl)methyl)piperazin-1-yl)-6-fluoro-N-(oxetan-3-yl)picolinamide